C(CCC)C=1NC2=C(C=CS2NC(C)(C)C)N1 2-butyl-4-(tert-butylamino)-3H-imidazo[4,5-d]thiophene